3-[4-[(3,5-dimethylpyrazol-1-yl)methyl]phenyl]-5-(trifluoromethyl)-1,2,4-oxadiazole CC1=NN(C(=C1)C)CC1=CC=C(C=C1)C1=NOC(=N1)C(F)(F)F